(11-((tert-butyldimethylsilyl)oxy)undecyl)triphenyl-phosphorus iodide [Si](C)(C)(C(C)(C)C)OCCCCCCCCCCCP(C1=CC=CC=C1)(C1=CC=CC=C1)(C1=CC=CC=C1)I